ClC1=CC(=C(C(=O)OC)C=C1)C(C)C methyl 4-chloro-2-isopropylbenzoate